dilauroylglutamic acid C(CCCCCCCCCCC)(=O)N([C@@H](CCC(=O)O)C(=O)O)C(CCCCCCCCCCC)=O